(E)-2-(5,6-Difluoro-1-(4-(4-fluorophenoxy)benzylidene)-2-methyl-1H-inden-3-yl)acetic acid FC=1C=C2C(=C(\C(\C2=CC1F)=C/C1=CC=C(C=C1)OC1=CC=C(C=C1)F)C)CC(=O)O